2-(4-(2-((3-Acetylphenyl)amino)ethyl)phenoxy)-2-methylpropanoic acid C(C)(=O)C=1C=C(C=CC1)NCCC1=CC=C(OC(C(=O)O)(C)C)C=C1